[Al].[Mn].[Li] Lithium-manganese-aluminum